ClC=1SC=2N=C(NC(C2N1)=O)C 2-chloro-5-methylthiazolo[5,4-d]pyrimidin-7(6H)-one